N-ethyl-N-(trifluoromethylthio)ethylamine C(C)N(SC(F)(F)F)CC